(R)-N-((S)-1-(p-ethylphenyl)-ethyl)-2-methylpropane-2-sulfinamide C(C)C1=CC=C(C=C1)[C@H](C)N[S@](=O)C(C)(C)C